C(C)(C)C1=C(NC2=CC=C(C=C12)C(C(=O)N[C@H]1CNCC1)(C)C)C1=CC(=NC=C1)C (R)-2-(3-isopropyl-2-(2-methylpyridin-4-yl)-1H-indol-5-yl)-2-methyl-N-(pyrrolidin-3-yl)propionamide